C[Si](C)(C)[Si](O)([Si](C)(C)C)[Si](C)(C)C tris(trimethylsilyl)-silanol